(R)-7-ethyl-4-((R)-3-(methylamino)pyrrolidin-1-yl)-7,8-dihydro-6H-pyrimido[5,4-b][1,4]oxazin-2-amine dihydrochloride salt Cl.Cl.C(C)[C@H]1NC2=C(OC1)C(=NC(=N2)N)N2C[C@@H](CC2)NC